(4-(1-Methyl-5-(4-(1-methylazetidin-3-yl)phenylamino)-6-oxo-1,6-dihydro-pyridin-3-yl)-2-(1-oxo-3,4,6,7,8,9-hexahydropyrazino[1,2-a]indol-2(1H)-yl)pyridin-3-yl)methyl Acetate C(C)(=O)OCC=1C(=NC=CC1C1=CN(C(C(=C1)NC1=CC=C(C=C1)C1CN(C1)C)=O)C)N1C(C=2N(C=3CCCCC3C2)CC1)=O